O.[Ba] barium monohydrate